C(CCC)[Si](C=1C=C(C=CC1)P(N(P(C1=CC=C(C=C1)[Si](CCCC)(CCCC)CCCC)C1=CC=C(C=C1)[Si](CCCC)(CCCC)CCCC)C(C)C(C)C)C1=CC(=CC=C1)[Si](CCCC)(CCCC)CCCC)(CCCC)CCCC N-(bis(3-(tributylsilyl)phenyl)phosphaneyl)-N-(3-methylbutan-2-yl)-1,1-bis(4-(tributylsilyl)phenyl)phosphanamine